3-((N-morpholinyl)methyl)-1-(6-nitropiperidin-3-yl)piperidin-3-ol N1(CCOCC1)CC1(CN(CCC1)C1CNC(CC1)[N+](=O)[O-])O